O=C1NC(CCC1N1C(C2=CC3=C(C=C2C1=O)CNCCO3)=O)=O 8-(2,6-dioxopiperidin-3-yl)-2,3,4,5-tetrahydro-7H-[1,4]oxazepino[6,7-f]isoindole-7,9(8H)-dione